benzenoanthracen C1=CC=CC=2C=CC=3C=C4C=CC=CC4=CC3C21